C(C)C1=CN(C(C2=CN=CC=C12)=O)CC=1N=C2N(C=C(C=C2)C)C1 4-ethyl-2-((6-methylimidazo[1,2-a]pyridin-2-yl)methyl)-2,7-naphthyridin-1(2H)-one